C(C1=CC=CC=C1)OC=1C=C(N(CCCCO[Si](C2=CC=CC=C2)(C2=CC=CC=C2)C(C)(C)C)CCCCO[Si](C2=CC=CC=C2)(C2=CC=CC=C2)C(C)(C)C)C=CC1C=CC=1SC=CC1 3-(benzyloxy)-N,N-bis[4-[(tert-butyldiphenylsilyl)oxy]butyl]-4-[2-(thiophen-2-yl)vinyl]aniline